C([C@@H](O)C)(=O)[O-] |r| racemic-L-lactate